C(C)N(CC(=O)NNC1=NC(=NC2=C(C=CC=C12)OC)NCC1=C(C=C(C=C1)OC)OC)CC 2-(diethylamino)-N'-(2-((2,4-dimethoxybenzyl)amino)-8-methoxyquinazolin-4-yl)acetohydrazide